1-(3,3-dimethyloxetane-2-yl)methanamine CC1(C(OC1)CN)C